1-(3'-Fluoro-5'H,7'H-spiro[cyclopropane-1,4'-thieno[2,3-c]pyran]-7'-yl)-N-methylmethaneamine FC1=CSC=2C(OCC3(C21)CC3)CNC